CC1(CC(C=C(CCC=C(CCC(C=C1)C(C)C)C)C)O)O 1,5,9-trimethyl-12-propan-2-ylcyclotetradeca-4,8,13-triene-1,3-diol